4-((2-(1H-pyrazol-4-yl)ethyl)amino)-N-((3-fluorophenyl)(oxazol-2-yl)methyl)-5,6-dimethylpyrimidine-2-carboxamide N1N=CC(=C1)CCNC1=NC(=NC(=C1C)C)C(=O)NC(C=1OC=CN1)C1=CC(=CC=C1)F